N5-(1-phenylethyl)-1H-indazole-3,5-dicarboxamide C1(=CC=CC=C1)C(C)NC(=O)C=1C=C2C(=NNC2=CC1)C(=O)N